5-methyl-1-(tetrahydro-2H-pyran-2-yl)-3-(4,4,5,5-tetramethyl-1,3,2-dioxaborolan-2-yl)-1H-pyrazole CC1=CC(=NN1C1OCCCC1)B1OC(C(O1)(C)C)(C)C